N1CC(C1)NC(OC(C)(C)C)=O tert-butyl azetidin-3-ylcarbamate